C(=O)(OC(C)(C)C)NC1=CC=C(C(=O)O)C=C1 N-BOC-4-aminobenzoic acid